4-(4-((1R,5S)-8,8-difluoro-3-azabicyclo[3.2.1]octan-3-yl)-8-fluoro-2-(((2R,7aS)-2-fluorotetrahydro-1H-pyrrolizin-7a(5H)-yl)methoxy)quinazolin-7-yl)-5,6-difluoronaphthalen-2-ol FC1([C@H]2CN(C[C@@H]1CC2)C2=NC(=NC1=C(C(=CC=C21)C2=CC(=CC1=CC=C(C(=C21)F)F)O)F)OC[C@]21CCCN1C[C@@H](C2)F)F